(6S)-6-(1-(8-azabicyclo[3.2.1]oct-3-yl)piperidin-4-yl)-2-(4-(methylsulfonyl)phenyl)-5,6,7,8-tetrahydroimidazo[1,2-a]pyridine dihydrochloride Cl.Cl.C12CC(CC(CC1)N2)N2CCC(CC2)[C@@H]2CCC=1N(C2)C=C(N1)C1=CC=C(C=C1)S(=O)(=O)C